ClC=1C(=C(C=CC1)[C@H](NC(=O)N1[C@@H](C(NCC1)=O)C)[C@@H]1C[C@H](C1)C(F)(F)F)F |o1:7| (2R)-N-((R or S)-(3-chloro-2-fluorophenyl)-(trans-3-(trifluoro-methyl)cyclobutyl)meth-yl)-2-methyl-3-oxo-piperazine-1-carboxamide